(3R,7S)-2-(3,4-dichlorobenzoyl)-3-methyl-9-(1-(4-(methylsulfonyl)phenyl)propyl)-10-oxo-1,2,3,4,7,8,9,10-octahydropyrido[4',3':3,4]Pyrazolo[1,5-a]Pyrazine-7-carboxylic acid ClC=1C=C(C(=O)N2CC=3C(=NN4C3C(N(C[C@H]4C(=O)O)C(CC)C4=CC=C(C=C4)S(=O)(=O)C)=O)C[C@H]2C)C=CC1Cl